(S)-methyl 3-(4-(benzyloxy)-3-cyclopentylphenyl)-2-((tert-butoxycarbonyl) amino)-propanoate C(C1=CC=CC=C1)OC1=C(C=C(C=C1)C[C@@H](C(=O)OC)NC(=O)OC(C)(C)C)C1CCCC1